NC=1C=C2C(NNC(C2=CC1)=O)=O 6-amino-2,3-dihydro-phthalazine-1,4-dione